Methyl (S)-2-(2,5-difluoro-4-(6-((2-fluoro-6-methyl pyridin-3-yl)methoxy)pyridin-2-yl)benzyl)-1-(4,4-dimethyltetrahydrofuran-3-yl)-1H-benzo[d]imidazole-6-carboxylate FC1=C(CC2=NC3=C(N2[C@@H]2COCC2(C)C)C=C(C=C3)C(=O)OC)C=C(C(=C1)C1=NC(=CC=C1)OCC=1C(=NC(=CC1)C)F)F